OCCN1CN(CN(C1)CCO)CCO 1,3,5-tris(2-hydroxyethyl)s-triazine